N[C@H]1C[C@H](C1)C(=O)OC(C)(C)C tert-butyl cis-3-aminocyclobutane-1-carboxylate